Ethyl 5-chloro-8-iodoimidazo[1,2-a]pyridine-3-carboxylate ClC1=CC=C(C=2N1C(=CN2)C(=O)OCC)I